potassium (tert-butoxycarbonylamino)methyltrifluoroborate C(C)(C)(C)OC(=O)NC[B-](F)(F)F.[K+]